CC(C)(C)OOC(C)(C)C1=CC(=CC=C1)C(C)(C)OOC(C)(C)C 1,3-bis(t-butylperoxyisopropyl)benzene